5-(6-((1S,6R,7R)-7-(aminomethyl)-7-(2-fluorophenyl)-3-azabicyclo[4.1.0]heptan-3-yl)-1H-pyrazolo[3,4-b]pyrazin-3-yl)-4-chloro-3,3-difluoro-1-methylindolin-2-one NC[C@@]1([C@@H]2CCN(C[C@H]12)C1=CN=C2C(=N1)NN=C2C=2C(=C1C(C(N(C1=CC2)C)=O)(F)F)Cl)C2=C(C=CC=C2)F